sodium ricinoleate butyl-sulfate C(CCC)OS(=O)(=O)[O-].C(CCCCCCC\C=C/C[C@H](O)CCCCCC)(=O)O.[Na+]